OCCCC1=C(O)C=CC(=C1)C(C)(C)C1=CC=C(C=C1)O hydroxypropyl-bisphenol A